C(C)(=O)N[C@@H](CSC1=CC2=C(N=NN(C2=O)CC(N[C@@H](C)C2=CC=C(C=C2)OC(F)(F)F)=O)C=C1)C(=O)O N-acetyl-S-(4-oxo-3-(2-oxo-2-(((S)-1-(4-(trifluoromethoxy)phenyl)ethyl)amino)ethyl)-3,4-dihydrobenzo[d][1,2,3]triazin-6-yl)cysteine